Pentanediyl-bis(ethylphenyl carbamate) C(CCCCN(C([O-])=O)C1=C(C=CC=C1)CC)N(C([O-])=O)C1=C(C=CC=C1)CC